O[C@@]1(C(N(CC1)C([2H])([2H])[2H])=O)C1=CC(=NO1)C=1C=C(C=CC1)C=1N=C(N2C1CCCC2)C(=O)N (R)-1-(3-(5-(3-hydroxy-1-(methyl-d3)-2-oxopyrrolidin-3-yl)isoxazol-3-yl)phenyl)-5,6,7,8-tetrahydroimidazo[1,5-a]pyridine-3-carboxamide